N-(4-(2-(((1r,4r)-4-(Dimethylamino)cyclohexyl)amino)-8-isopropyl-7-oxo-7,8-dihydropyrido[2,3-d]pyrimidin-6-yl)-2,3,6-trifluorophenyl)-3-methylbutanamide CN(C1CCC(CC1)NC=1N=CC2=C(N1)N(C(C(=C2)C2=C(C(=C(C(=C2)F)NC(CC(C)C)=O)F)F)=O)C(C)C)C